SCC(C(=O)N[C@@](C)(C(=O)O)OC)C1=C(C=CC=C1)C N-(S)-[3-mercapto-2-(2-methylphenyl)propionyl]-(S)-2-methoxy-(R)-alanine